ethyl 3-(7-morpholino-5-(3-(m-tolyl)-1H-pyrazol-1-yl)pyrazolo[1,5-a]pyrimidin-2-yl)propanoate O1CCN(CC1)C1=CC(=NC=2N1N=C(C2)CCC(=O)OCC)N2N=C(C=C2)C=2C=C(C=CC2)C